1-((2,4-diaminopyrimidin-5-yl)methyl)pyridin-1-ium bromide hydrobromide Br.[Br-].NC1=NC=C(C(=N1)N)C[N+]1=CC=CC=C1